(E)-N-(4-(8-(1,2-dimethyl-6-(trifluoromethyl)-1H-benzo[d]imidazol-5-yl)indolizine-3-carbonyl)-2,6-difluorophenyl)-4-(((1R,3S)-3-fluorocyclohexyl)amino)but-2-enamide CN1C(=NC2=C1C=C(C(=C2)C2=CC=CN1C(=CC=C21)C(=O)C2=CC(=C(C(=C2)F)NC(\C=C\CN[C@H]2C[C@H](CCC2)F)=O)F)C(F)(F)F)C